O=C1NC(CCC1N1C(C2=CC=CC(=C2C1)SCCOCCOCCOCCOCCOCC(=O)N1CCC(CC1)C1=CC=C(C(=O)N2CCC(CC2)CCCCNC(\C=C\C=2C=NC=CC2)=O)C=C1)=O)=O (E)-N-(4-(1-(4-(1-(17-((2-(2,6-dioxopiperidin-3-yl)-1-oxoisoindolin-4-yl)thio)-3,6,9,12,15-pentaoxaheptadecanoyl)piperidin-4-yl)benzoyl)piperidin-4-yl)butyl)-3-(pyridin-3-yl)acrylamide